ClC1=C(C=2N=C(N=C(C2C(=N1)OC)N1CC(CCC1)C#N)SC)F 1-(7-chloro-8-fluoro-5-methoxy-2-(methylthio)pyrido[4,3-d]pyrimidin-4-yl)piperidine-3-carbonitrile